CC1(OB(OC1(C)C)C=1C=CC(=NC1)CC(=O)N1CCN(CC1)C(=O)OC(C)(C)C)C tert-butyl 4-(2-(5-(4,4,5,5-tetramethyl-1,3,2-dioxaborolan-2-yl)pyridin-2-yl)acetyl)piperazin-1-carboxylate